Cl(=O)(=O)(=O)O.N1CCC(CC1)=O 4-piperidone perchlorate salt